tert-butyl 5-formyl-6-(trifluoromethanesulfonyloxy)-1,2,3,4-tetrahydroisoquinoline-2-carboxylate C(=O)C1=C2CCN(CC2=CC=C1OS(=O)(=O)C(F)(F)F)C(=O)OC(C)(C)C